(±)-1-(4-Cyclohexyl-piperazin-1-yl)-2-(2-oxo-2,3-dihydro-benzo-oxazol-6-ylmethyl)-4-[4-(2-oxo-1,4-dihydro-2H-quinazolin-3-yl)-piperidin-1-yl]-butane-1,4-dione C1(CCCCC1)N1CCN(CC1)C([C@@H](CC(=O)N1CCC(CC1)N1C(NC2=CC=CC=C2C1)=O)CC1=CC2=C(NC(O2)=O)C=C1)=O |r|